OC1[C@H](N)[C@@H](O)[C@H](O)[C@H](O1)CO D-glucosamin